CC1(C(=O)OCC)C(C=C(C=C1)C)N Ethyl p-dimethyl-amino-benzoate